C[C@H]1CNC[C@@H](N1)C (3S,5S)-3,5-dimethylpiperazin